C1(=CC=CC=C1)S(=O)(=O)N1C(C1)C(=O)OC Methyl 1-(benzenesulfonyl)aziridine-2-carboxylate